4-[7-[2-(1-cyclopropylpyrazol-4-yl)-6-methyl-morpholin-4-yl]-2,3-dimethyl-4-oxo-pyrido[1,2-a]pyrimidin-9-yl]-3-fluoro-benzonitrile C1(CC1)N1N=CC(=C1)C1CN(CC(O1)C)C=1C=C(C=2N(C(C(=C(N2)C)C)=O)C1)C1=C(C=C(C#N)C=C1)F